(S)-(1-(5-chloro-2-(2-methoxyethoxy)benzyl)pyrrolidin-3-yl)methanamine disuccinate C(CCC(=O)O)(=O)O.C(CCC(=O)O)(=O)O.ClC=1C=CC(=C(CN2C[C@@H](CC2)CN)C1)OCCOC